N-((6-methyl-1-(4-(trifluoromethyl)phenyl)-2,3-dihydro-1H-pyrido[2,3-b][1,4]oxazin-3-yl)methyl)acetamide CC=1C=CC2=C(OC(CN2C2=CC=C(C=C2)C(F)(F)F)CNC(C)=O)N1